tert-butyl (R)-4-(3-(5-(difluoromethyl)-1,3,4-thiadiazol-2-yl)-6-(N-(1-methylcyclopropyl)sulfamoyl)imidazo[1,5-a]pyridin-8-yl)-2-methylpiperazine-1-carboxylate FC(C1=NN=C(S1)C1=NC=C2N1C=C(C=C2N2C[C@H](N(CC2)C(=O)OC(C)(C)C)C)S(NC2(CC2)C)(=O)=O)F